C(CCCCCCCCC)C1=CC2=C(N=C(O2)N2C[C@H](CC2)NC(OC(C)(C)C)=O)C=C1 Tert-butyl (S)-(1-(6-decylbenzo[d]oxazol-2-yl)pyrrolidin-3-yl)carbamate